(3R)-3-[(1S)-1-[(2-bromo-4-iodo-phenyl)methyl]-2-tert-butoxy-2-oxoethyl]pyrrolidine-1-carboxylic acid tert-butyl ester C(C)(C)(C)OC(=O)N1C[C@H](CC1)[C@@H](C(=O)OC(C)(C)C)CC1=C(C=C(C=C1)I)Br